tert-butyl ((trans)-3-(N-(2-((6-bromopyridin-2-yl)amino)-2-oxoethyl)-2-(3-carbamoyl-1H-indazol-1-yl)acetamido)cyclobutyl)carbamate BrC1=CC=CC(=N1)NC(CN(C(CN1N=C(C2=CC=CC=C12)C(N)=O)=O)[C@@H]1C[C@H](C1)NC(OC(C)(C)C)=O)=O